N-(5-cyclopropyl-2-methylnaphthalen-1-yl)-4-fluorobenzamide C1(CC1)C1=C2C=CC(=C(C2=CC=C1)NC(C1=CC=C(C=C1)F)=O)C